((1-sulfamoylpyrrolidin-3-yl)methyl)thioether S(N)(=O)(=O)N1CC(CC1)CSCC1CN(CC1)S(N)(=O)=O